Dibenzothiophenyl-(diphenyltriazinyl)terbenzene ALUMINUM-MAGNESIUM-LITHIUM-SCANDIUM [Sc].[Li].[Mg].[Al].C1(=CC=CC=2SC3=C(C21)C=CC=C3)C=3C(=C(C=CC3)C=3C(=CC=CC3)C3=CC=CC=C3)C3=NN=NC(=C3C3=CC=CC=C3)C3=CC=CC=C3